COC1=CC=C(C=NNC(CCCC(=O)C2=CC=C(C=C2)OC)=O)C=C1 N'-(4-methoxybenzylidene)-5-(4-methoxyphenyl)-5-oxo-pentanehydrazide